CC(C(CC1=CC=CC=C1)OC(=O)N[C@@H](CC(C)C)C(=O)OC)C Methyl (((3-methyl-1-phenylbutan-2-yl)oxy)carbonyl)-L-leucinate